[Na+].N1=C(C=CC=C1)C=1SC(=CN1)C1=CC=C(OCCCS(=O)(=O)[O-])C=C1 3-(4-(2-(pyridin-2-yl)thiazol-5-yl)phenoxy)propane-1-sulfonate sodium salt